N-methyl-N-n-propylacrylamide CN(C(C=C)=O)CCC